methyl 3-chloro-5-(2,6-difluorophenyl)-8-fluoro-1-(2-trimethylsilylethoxymethyl)-6H-pyrazolo[4,3-d][1,3]benzodiazepine-9-carboxylate ClC1=NN(C2=C1N=C(NC1=C2C=C(C(=C1)F)C(=O)OC)C1=C(C=CC=C1F)F)COCC[Si](C)(C)C